(R)-1-(2-(1-((2-(2-((tert-butyldimethylsilyl)oxy)ethoxy)-6-chloropyrimidin-4-yl)amino)ethyl)-6-cyclopropyl-imidazo[1,2-a]pyridin-8-yl)-3-methylimidazolidine-2,4-dione [Si](C)(C)(C(C)(C)C)OCCOC1=NC(=CC(=N1)N[C@H](C)C=1N=C2N(C=C(C=C2N2C(N(C(C2)=O)C)=O)C2CC2)C1)Cl